FC(C(=O)N1CCC2(C(C(C2)C2N3C(C=4C=CC=CC24)=CN=C3)O)CC1)F 2,2-difluoro-1-[3-hydroxy-2-(5H-imidazo[1,5-b]isoindol-5-yl)-7-azaspiro[3.5]nonan-7-yl]ethanone